N-benzyl-methylaminoethylamine C(C1=CC=CC=C1)NCCNC